1-{[(3S)-6-hydroxy-3-methyl-3,4-dihydronaphthalen-2-yl]Methyl}azetidine-3-carboxylic acid methyl ester COC(=O)C1CN(C1)CC1=CC2=CC=C(C=C2C[C@@H]1C)O